C12(CC3CC(CC(C1)C3)C2)CC(=O)N[C@H](C(=O)N2[C@@H]([C@@H]3[C@H](C2)CCC3)C(=O)N[C@@H](CCC)C#N)C(C)(C)C (1S,3aR,6aS)-2-((S)-2-(2-((3S,5S,7S)-adamantan-1-yl)acetamido)-3,3-dimethylbutanoyl)-N-((S)-1-cyanobutyl)octahydro-cyclopenta[c]pyrrole-1-carboxamide